3-chloro-4-[(3,5-difluoropyridin-2-yl)methoxy]-2'-[2-(1-hydroxycyclopropyl)pyrimidin-4-yl]-5',6-dimethyl-[1,4'-bipyridin]-2-one ClC=1C(N(C(=CC1OCC1=NC=C(C=C1F)F)C)C1=CC(=NC=C1C)C1=NC(=NC=C1)C1(CC1)O)=O